CN1N=CC(=C1C=1C=2N(N=C(C1)N1[C@@H](COCC1)C)C(=NC2C)C2=CC=NN2)C (R)-4-(4-(1,4-dimethyl-1H-pyrazol-5-yl)-5-methyl-7-(1H-pyrazol-5-yl)imidazo[1,5-b]pyridazin-2-yl)-3-methylmorpholine